trimethyl-ammonium bromine [Br+].C[NH+](C)C